FC1=C(C=C(C=C1)OC=1C(=C2C=CNC2=CC1F)S(=O)(=O)C)N1N=C(C=C1)C1(COC2=C1C=CC=C2CC(=O)O)C 2-(3-(1-(2-fluoro-5-((6-fluoro-4-(methylsulfonyl)-1H-indol-5-yl)oxy)phenyl)-1H-pyrazol-3-yl)-3-methyl-2,3-dihydrobenzofuran-7-yl)acetic acid